3-(2-fluoro-4-(2-methoxypropan-2-yl)phenyl)thiophene titanium-zinc [Zn].[Ti].FC1=C(C=CC(=C1)C(C)(C)OC)C1=CSC=C1